C(C)(C)(C)OC(NCC=1C(=C2C=CC=NC2=C(C1)OC1=CC=C(C=C1)C(F)(F)F)Br)=O ((5-bromo-8-(4-(trifluoromethyl)phenoxy)quinolin-6-yl)methyl)carbamic acid tert-butyl ester